ClC1=CC=C(S1)CC=1C=CC(=NC1)NC(=O)C1=NN(C(CC1)=O)C N-(5-((5-chlorothien-2-yl)methyl)pyridin-2-yl)-1-methyl-6-oxo-1,4,5,6-tetrahydropyridazine-3-carboxamide